butyl(1-bromo-3-chloro-7,8-dihydro-6H-9-oxa-2-thia-4-azabenzo[cd]azulen-5-yl)carbamate C(CCC)OC(NC=1N=C(C=2SC(=C3OCCCC1C23)Br)Cl)=O